2-amino-N,N-dipropyl-3H-benzo[4,5]thieno[3,2-b]azepine-4-carboxamide NC=1CC(=CC2=C(N1)C1=C(S2)C=CC=C1)C(=O)N(CCC)CCC